isovaleryl-CoA C(CC(C)C)(=O)SCCNC(CCNC([C@@H](C(COP(OP(OC[C@@H]1[C@H]([C@H]([C@@H](O1)N1C=NC=2C(N)=NC=NC12)O)OP(=O)(O)O)(=O)O)(=O)O)(C)C)O)=O)=O